C(C)CC(=O)NC1=C(C(=O)OCC)C=CC(=N1)C ethyl 2-(N-ethylacetylamino)-6-methylnicotinate